4-(4-(diethylamino)phenyl)-7,7-dimethyl-5,6,7,8-tetrahydro-6,8-methanoquinazolin-2-amine C(C)N(C1=CC=C(C=C1)C1=NC(=NC=2C3C(C(CC12)C3)(C)C)N)CC